ethyl (1H-pyrazol-4-yl)-2,4-dioxo-1,2,3,4-tetrahydropyrimidine-5-carboxylate N1N=CC(=C1)N1C(NC(C(=C1)C(=O)OCC)=O)=O